(S)-N-(1-(1-(2,4-bis(trifluoromethyl)phenyl)ethyl)-1H-pyrazol-4-yl)-5-(pyrazin-2-yl)-1,3,4-thiadiazole-2-carboxamide FC(C1=C(C=CC(=C1)C(F)(F)F)[C@H](C)N1N=CC(=C1)NC(=O)C=1SC(=NN1)C1=NC=CN=C1)(F)F